NC12C(OC3=C1C=CC(=C3)Cl)(C3=C(C=CC=C3C2=O)[N+](=O)[O-])O 9b-amino-7-chloro-4b-hydroxy-4-nitro-4b,9b-dihydro-10H-indeno[1,2-b]benzofuran-10-one